C(=C)S(=O)(=O)CC(=O)NCCNC(CS(=O)(=O)C=C)=O N,N'-bis(vinylsulfonylacetyl)ethylenediamine